5-(((trans-3-(3-cyclopropyl-4-(1H-pyrazolo[3,4-c]pyridin-7-yl)-1H-pyrazol-1-yl)cyclobutyl)methyl)amino)-2-(2,6-dioxopiperidin-3-yl)isoindoline-1,3-dione C1(CC1)C1=NN(C=C1C=1N=CC=C2C1NN=C2)[C@@H]2C[C@H](C2)CNC=2C=C1C(N(C(C1=CC2)=O)C2C(NC(CC2)=O)=O)=O